C(C)(C)(C)OC(NCC1=C2C(=NC=3C=C(C(=CC13)N)F)C1=CC3=C(C(N1C2)=O)COC([C@]3(O)CC)=O)=O (S)-((9-amino-4-ethyl-8-fluoro-4-hydroxy-3,14-dioxo-3,4,12,14-tetrahydro-1H-pyrano[3',4':6,7]indolizino[1,2-b]quinolin-11-yl)methyl)carbamic acid tert-butyl ester